1-[(1-ethyl-1H-pyrazol-4-yl)methyl]-4-methyl-3-{6-[(oxolan-2-yl)methoxy]-4-(trifluoromethyl)pyridin-2-yl}-1,3-dihydro-2H-imidazol-2-one C(C)N1N=CC(=C1)CN1C(N(C(=C1)C)C1=NC(=CC(=C1)C(F)(F)F)OCC1OCCC1)=O